COC1=CC=C(C=C1)C=1C=CC=2N(C1)N=CC2N2CCN(CC2)C(=O)OC(C)(C)C tert-butyl 4-[6-(4-methoxyphenyl)pyrazolo[1,5-a]pyridin-3-yl]piperazine-1-carboxylate